Cl.BrC1=CC=CC(=N1)O[C@H](CN)C (2S)-2-[(6-bromopyridin-2-yl)oxy]propan-1-amine hydrochloride